(8-(4-(2,6-bis(benzyloxy)pyridin-3-yl)-3,5-difluorophenyl)-1-oxa-8-azaspiro[4.5]decan-3-yl)methanol C(C1=CC=CC=C1)OC1=NC(=CC=C1C1=C(C=C(C=C1F)N1CCC2(CC(CO2)CO)CC1)F)OCC1=CC=CC=C1